CNCC1=CC(=C(C=C1)C(F)(F)F)F N-methyl{[3-fluoro-4-(trifluoromethyl)phenyl]methyl}amine